C(C=C)(=O)NC(CS(=O)(=O)O)(C)C.C(C=C)(=O)NC(CS(=O)(=O)O)(C)C 2-acrylamido-2-methyl-1-propanesulfonic acid, 2-acrylamido-2-methyl-1-propanesulfonate salt